(cis)-4-((5-bromo-2-(trifluoromethyl)phenyl)sulfonyl)-2,6-dimethylmorpholine BrC=1C=CC(=C(C1)S(=O)(=O)N1C[C@H](O[C@H](C1)C)C)C(F)(F)F